CC1(CCC=2C1=NC1=C(C2NC(=O)N=S(=O)(N)C=2C=NN3C2OC[C@@H](C3)O)CCC1)C (6R)-N'-((3,3-dimethyl-1,2,3,5,6,7-hexahydrodicyclopenta[b,e]pyridin-8-yl)carbamoyl)-6-hydroxy-6,7-dihydro-5H-pyrazolo[5,1-b][1,3]oxazine-3-sulfonimidamide